2-[6-[3-(6-methyl-2-pyridyl)-1H-pyrazol-4-yl]-1,5-naphthyridin-3-yl]oxazole-4-carboxamide CC1=CC=CC(=N1)C1=NNC=C1C=1N=C2C=C(C=NC2=CC1)C=1OC=C(N1)C(=O)N